FC1=CC=C(C=C1)SC(CC(=O)C1=CC=CC=C1)[Si](C)(C)C 3-((4-fluorophenyl)thio)-1-phenyl-3-(trimethylsilyl)propan-1-one